(2-acryl)ethyl-(benzyl)diethyl-ammonium bromide [Br-].C(=O)(C=C)CC[N+](CC)(CC)CC1=CC=CC=C1